O([C@H]1[C@H](O)[C@@H](O)[C@@H](O)[C@H](O1)CO)SC(C)C isopropyl-thio β-D-galactopyranoside